FC1=C(C(=C(C(=C1F)F)F)F)CSSC1=CC=CC=C1 phenyl [(perfluorophenyl)methyl] disulfide